tert-butyl (2-oxo-1-phenyl-2-(thiazol-2-ylamino)ethyl)carbamate O=C(C(C1=CC=CC=C1)NC(OC(C)(C)C)=O)NC=1SC=CN1